5-cyclooctadieneyl-nickel (II) C1=CC=CC(CCC1)[Ni+]